O1C(=NN=C1)C1=NC=CC(=N1)COC1=CC=C(C=C1)C(C)(C)C1=CC=C(OC2CC(C2)NC=2C=C3C(N(C(C3=CC2)=O)C2C(NC(CC2)=O)=O)=O)C=C1 5-(((1s,3s)-3-(4-(2-(4-((2-(1,3,4-oxadiazol-2-yl)pyrimidin-4-yl)methoxy)phenyl)propan-2-yl)phenoxy)cyclobutyl)amino)-2-(2,6-dioxopiperidin-3-yl)isoindolin-1,3-dione